1-benzyl-N-((2R,3S)-2,5-dimethyl-4-oxo-2,3,4,5-tetrahydropyrido[3,2-b][1,4]oxazepin-3-yl)-1H-1,2,3-triazole-4-carboxamide C(C1=CC=CC=C1)N1N=NC(=C1)C(=O)N[C@@H]1C(N(C2=C(O[C@@H]1C)C=CC=N2)C)=O